C1(CCCC1)OC(=O)COC(=O)C1C2C=CC(C1)C2 5-cyclopentyloxycarbonylmethyloxycarbonyl-bicyclo[2.2.1]Hept-2-ene